NCC(=O)OC(C=C)=O.[K] potassium acryloyl glycinate